5,7-difluoro-2-methyl-2H-benzo[b][1,4]oxazin-3(4H)-one FC1=CC(=CC=2OC(C(NC21)=O)C)F